3-amino-4-(7-fluoro-1H-indazol-4-yl)-6-[1-(oxetan-3-yl)piperidin-4-yl]-1H-1,10-phenanthrolin-2-one NC=1C(NC2=C3N=CC=CC3=C(C=C2C1C1=C2C=NNC2=C(C=C1)F)C1CCN(CC1)C1COC1)=O